C1=CC=CC=2C3=CC=CC=C3N(C12)C=1C(=C(C(=O)O)C(=C(N1)N1C2=CC=CC=C2C=2C=CC=CC12)N1C2=CC=CC=C2C=2C=CC=CC12)N1C2=CC=CC=C2C=2C=CC=CC12 2,3,5,6-tetra(9H-carbazol-9-yl)isonicotinic acid